C1(CC1)C1=NN(C=C1C1=NC2=CC(=CC=C2N=C1)C1CN(C1)C)[C@@H]1C[C@H](C1)CN1C(C2=CC=CC=C2C1=O)=O 2-((trans-3-(3-cyclopropyl-4-(7-(1-methylazetidin-3-yl)quinoxalin-2-yl)-1H-pyrazol-1-yl)cyclobutyl)methyl)isoindoline-1,3-dione